5-(trifluoromethyl-pyridin-3-yl)-5,6,7,8-tetrahydro-pyrido[4,3-d]pyrimidin-4-ol FC(F)(F)C1=NC=CC=C1C1NCCC=2N=CN=C(C21)O